FC=1C(NC(N(C1)C1(CO)[C@@H](O)[C@H](O[C@H]2[C@H](O)[C@@H](O)[C@@H](O)[C@H](O2)CO)[C@H](O1)CO)=O)=O 5-Fluoro-1-[4-O-(β-D-galactopyranosyl)-D-fructofuranosyl]pyrimidine-2,4(1H,3H)-dion